ClC1=CC(=C(COC2=CC=CC(=N2)C2CCN(CC2)CC2=NC3=C(N2CC2=NC=NN2C)C=C(C=C3)C(=O)O)C=C1)F 2-[(4-{6-[(4-chloro-2-fluorobenzyl)oxy]pyridin-2-yl}piperidin-1-yl)methyl]-1-[(1-methyl-1H-1,2,4-triazol-5-yl)methyl]-1H-benzimidazole-6-carboxylic acid